FC=1C=C(C=C(C1F)F)S(=O)(=O)Cl 3,4,5-trifluoro-benzenesulfonyl chloride